C(C=C)(=O)[Zn].[Ti] Titanium alloyl-zinc